2-[4-[(E)-3-(3-Methoxy-4-prop-2-enoxyphenyl)prop-2-enoyl]phenoxy]acetic acid COC=1C=C(C=CC1OCC=C)/C=C/C(=O)C1=CC=C(OCC(=O)O)C=C1